COCCN1CCN(CC1)C1=CC=C(C=C1)NC(=O)C=1C(NC=CC1NC1=C(C2=C(OC(CN2)(C)C)N=C1)C)=O N-(4-(4-(2-methoxyethyl)piperazin-1-yl)phenyl)-2-oxo-4-((3,3,8-trimethyl-2,3-dihydro-1H-pyrido[2,3-b][1,4]oxazin-7-yl)amino)-1,2-dihydropyridine-3-carboxamide